(alphaR,9R)-7-[3,5-bis(trifluoromethyl)benzyl]-8,9,10,11-tetrahydro-9-methyl-5-(4-methylphenyl)-7H-[1,4]diazocino[2,1-g][1,7]naphthyridine FC(C=1C=C(CN2C=C3C(=C4C=CC=NC4=CN3CC[C@H](C2)C)C2=CC=C(C=C2)C)C=C(C1)C(F)(F)F)(F)F